ClC=1C=CC(=C(C1)N1CON(CO1)C(C(=O)OC)CCOC)N1N=NC(=C1)Cl Methyl 2-(4-(5-chloro-2-(4-chloro-1H-1,2,3-triazol-1-yl) phenyl)-2,5-dioxapiperazin-1-yl)-4-methoxybutyrate